5-(2-morpholino-2-oxoethoxy)pyridin O1CCN(CC1)C(COC=1C=CC=NC1)=O